C(#N)C1=CC(=C(CNC(=O)C2CCN(CC2)CC2=CSC=C2)C=C1)C(F)(F)F N-(4-cyano-2-(trifluoromethyl)benzyl)-1-(thiophen-3-ylmethyl)piperidine-4-carboxamide